FC=1C(=NC=C(C1)C1=CC(=CC=C1)OC([2H])([2H])[2H])NCC1=C(CCC1)C(=O)O 2-((3-fluoro-5-(3-(methoxy-d3)phenyl)pyridin-2-yl)aminomethyl)cyclopent-1-ene-1-carboxylic acid